tert-butyl (4-((2,2-difluoroethyl)amino)cyclohexyl)carbamate FC(CNC1CCC(CC1)NC(OC(C)(C)C)=O)F